C(C)(C)C1=CNC2=CC=C(C=C12)C(=O)N 3-isopropyl-1H-indole-5-carboxamide